tert-butyl (2S)-4-(5-(difluoromethyl) pyrimidin-2-yl)-2-methylpiperidine-1-carboxylate FC(C=1C=NC(=NC1)C1C[C@@H](N(CC1)C(=O)OC(C)(C)C)C)F